(2S,3R)-2-[[(3R)-5-chloro-8-hydroxy-3-methyl-1-oxo-3,4-dihydroisochromene-7-carbonyl]amino]-3-hydroxybutyric acid ClC1=C2C[C@H](OC(C2=C(C(=C1)C(=O)N[C@H](C(=O)O)[C@@H](C)O)O)=O)C